The molecule is the 6-O-methyl ether of erythromycin A, clarithromycin is a macrolide antibiotic used in the treatment of respiratory-tract, skin and soft-tissue infections. It is also used to eradicate Helicobacter pylori in the treatment of peptic ulcer disease. It prevents bacteria from growing by interfering with their protein synthesis. It has a role as an antibacterial drug, a protein synthesis inhibitor, an environmental contaminant and a xenobiotic. CC[C@@H]1[C@@]([C@@H]([C@H](C(=O)[C@@H](C[C@@]([C@@H]([C@H]([C@@H]([C@H](C(=O)O1)C)O[C@H]2C[C@@]([C@H]([C@@H](O2)C)O)(C)OC)C)O[C@H]3[C@@H]([C@H](C[C@H](O3)C)N(C)C)O)(C)OC)C)C)O)(C)O